1-(3-Amino-5-(trifluoromethyl)phenyl)ethyl-6-(4-methoxytetrahydro-2H-pyran-4-yl)2-methylimidazo[1',2':1,6]pyrido[2,3-d]pyrimidin-4-amine NC=1C=C(C=C(C1)C(F)(F)F)C(C)C1=C(C=2N(C=3N=C(N=C(C31)N)C)C=CN2)C2(CCOCC2)OC